bis(3-aminopropyl)octadecylamine NCCCN(CCCCCCCCCCCCCCCCCC)CCCN